pinacol bis-borate B(O)(O)OC(C)(C)C(C)(C)OB(O)O